2-methoxy-5-(2-(methoxymethyl)pyrrolidin-1-yl)benzenesulfonamide COC1=C(C=C(C=C1)N1C(CCC1)COC)S(=O)(=O)N